methyl N-[[5-[1-(4-amino-2,6-difluorophenyl)-1H-1,2,3-triazol-4-yl]-2-methylphenyl]-methyl]carbamate NC1=CC(=C(C(=C1)F)N1N=NC(=C1)C=1C=CC(=C(C1)CNC(OC)=O)C)F